C1(CCC1)N1CC(C1)(C(=O)N(C1=CC=CC=C1)CC1=NC=C(C=C1)C=1OC(=NN1)C(F)F)F 1-cyclobutyl-N-((5-(5-(difluoromethyl)-1,3,4-oxadiazol-2-yl)pyridin-2-yl)methyl)-3-fluoro-N-phenylazetidine-3-carboxamide